6-chloro-1-(4,6-dicyclopropyl-5-pyrimidinyl)-7-(2-fluorophenyl)-4-((2S)-2-methyl-4-(2-propenoyl)-1-piperazinyl)pyrido[2,3-d]pyrimidin-2(1H)-one ClC1=CC2=C(N(C(N=C2N2[C@H](CN(CC2)C(C=C)=O)C)=O)C=2C(=NC=NC2C2CC2)C2CC2)N=C1C1=C(C=CC=C1)F